FC1(CCN(CC1)CC=1N=C(SC1)NC(=O)C1=C(OC(=C1)C1=CC(=CC=C1)OC(F)(F)F)C)F N-(4-((4,4-difluoropiperidin-1-yl)methyl)thiazol-2-yl)-2-methyl-5-(3-(trifluoromethoxy)phenyl)furan-3-carboxamide